CC=1C=C(C=CC1O[C@H]1COCCC1)NC=1C2=C(N=CN1)C=CC(=N2)N2CCN(CC2)C(C=C)=O 1-{4-[4-({3-methyl-4-[(3R)-oxan-3-yloxy]phenyl}amino)pyrido[3,2-d]pyrimidin-6-yl]piperazin-1-yl}prop-2-en-1-one